FC1=CC=C=C1 2-fluorocyclopentadieneEne